C[C@@H]1C(=CC2=CC=C(C=C2C1)OC[C@@H](C(F)(F)F)C)CN1CC(C1)C(=O)O 1-[[(3S)-3-methyl-6-((S)-3,3,3-trifluoro-2-methylpropoxy)-3,4-dihydronaphthalen-2-yl]methyl]azetidine-3-carboxylic acid